ClC=1C=NC(=C(C(=O)O)C1)C(F)(F)F 5-chloro-2-(trifluoromethyl)nicotinic acid